Pyridazin-2-ol N1N(C=CC=C1)O